C1(CC1)C=1N=NN(C1)[C@H](C(=O)N1[C@@H](C[C@H](C1)O)C(=O)NCC1(CCCCC1)C1=NC=CC(=C1)OC)C(C)(C)C (2S,4r)-1-[(2S)-2-(4-cyclopropyl-triazol-1-yl)-3,3-dimethyl-butyryl]-4-hydroxy-N-[[1-(4-methoxy-2-pyridinyl)cyclohexyl]methyl]pyrrolidine-2-carboxamide